ClC=1N=C(C2=C(N1)C(=C(N=C2)C2=CC(=CC1=CC=C(C(=C21)CC)F)OCOC)F)N2CC=1N(CCC2)C=NN1 8-(2-chloro-7-(8-ethyl-7-fluoro-3-(methoxymethoxy)naphthalen-1-yl)-8-fluoropyrido[4,3-d]pyrimidin-4-yl)-6,7,8,9-tetrahydro-5H-[1,2,4]triazolo[4,3-a][1,4]diazepine